tert-butyl (1S,2R,5R)-2-(2-ethoxy-2-oxoethyl)-3,8-diazabicyclo-[3.2.1]octane-8-carboxylate C(C)OC(C[C@@H]1[C@@H]2CC[C@H](CN1)N2C(=O)OC(C)(C)C)=O